C(=C)C1=CC=C(CSC2=CN=NN2)C=C1 5-(4-Vinylbenzylthio)-1H-1,2,3-triazole